FC1=C(C=CC(=C1F)OC)C1=CN=C(N1C)C(=O)NC1=CC(=C(C=C1)C(NCCNC(=O)[C@@H]1NC[C@](C1)(C)O)=O)C 5-(2,3-difluoro-4-methoxy-phenyl)-N-[4-[2-[[(2R,4R)-4-hydroxy-4-methyl-pyrrolidine-2-carbonyl]amino]ethylcarbamoyl]-3-methyl-phenyl]-1-methyl-imidazole-2-carboxamide